ICCC1=CC=C(C=C1)B1OC(C(O1)(C)C)(C)C 2-(4-(2-iodoethyl)phenyl)-4,4,5,5-tetramethyl-1,3,2-dioxaborolane